[4-(2-azaspiro[3.3]heptan-6-ylmethyl)phenyl]-imino-methyl-oxo-λ6-sulfane C1NCC12CC(C2)CC2=CC=C(C=C2)S(=O)(C)=N